FC(C=1C=C(C=CC1)C1(C=C2C(N1C1=CC=C(C=C1)CCCCCCCCCC)=CC(N2C2=CC=C(C=C2)CCCCCCCCCC)(C2=CC=CC=C2)C2=CC(=CC=C2)C(F)(F)F)C2=CC=CC=C2)(F)F 2,5-bis(3-trifluoromethylphenyl)-2,5-bis(phenyl)-1,4-bis(4-n-decylphenyl)-1,4-dihydropyrrolo[3,2-b]pyrrole